ClC=1C=C(C=CC1)C1OP(OCC1)(OC1=C(C(=CC(=C1)CCCCC)OP1(OCCC(O1)C1=CC(=CC=C1)Cl)=O)C1=CC(=CC=C1)C)=O 4-(3-chlorophenyl)-2-((6-((4-(3-chlorophenyl)-2-oxido-1,3,2-dioxaphosphinan-2-yl)oxy)-3'-methyl-4-pentyl-[1,1'-biphenyl]-2-yl)oxy)-1,3,2-dioxaphosphinane 2-oxide